F.CN1CCC(CC1)=O N-methyl-4-piperidone hydrofluoric acid salt